6-cyano-3-methyl-1H-indole-2-carboxylic acid C(#N)C1=CC=C2C(=C(NC2=C1)C(=O)O)C